CCC(=O)C1=CC=CC=C1 METHYLACETOPHENONE